7-((4-methylpent-2-yl)amino)-1,3,4,10-tetrahydroacridin-9(2H)-one CC(CC(C)NC1=CC=C2NC=3CCCCC3C(C2=C1)=O)C